7,8,10,11-tetrahydro-9H-6,10-methanopyrimido[4',5':5,6]pyrido[3,2-b][1,4,7]oxadiazonine-9-carboxylate N1=CN=CC=2C1=CC=1OCC3N(CCN(C1N2)C3)C(=O)[O-]